FC1=C2C(=NC=3N(C2=CC=C1F)C(=NN3)C)N3CCOCC1=C3C=CC=C1C#CC(C(=O)NCC(C)=O)(C)C 4-(1-(6,7-difluoro-1-methyl-[1,2,4]triazolo[4,3-a]quinazolin-5-yl)-1,2,3,5-tetrahydrobenzo[e][1,4]oxazepin-6-yl)-2,2-dimethyl-N-(2-oxopropyl)but-3-ynamide